ethyl 1-(6-(3-(trifluoromethyl)phenyl)quinolin-2-yl)piperidine-4-carboxylate FC(C=1C=C(C=CC1)C=1C=C2C=CC(=NC2=CC1)N1CCC(CC1)C(=O)OCC)(F)F